C1(CCCCC1)CCOC(C)OC1=CC=C(C=C)C=C1 p-1-(2-cyclohexylethoxy)ethoxystyrene